OCCOC(C=C)=O 2-hydroxyethyl-2-propenoate